4-(4-((1-((4-methoxyphenyl)sulfonyl)azetidin-3-yl)sulfonyl)-3,4-dihydro-2H-pyrido[4,3-b][1,4]-oxazin-8-yl)benzonitrile COC1=CC=C(C=C1)S(=O)(=O)N1CC(C1)S(=O)(=O)N1C2=C(OCC1)C(=CN=C2)C2=CC=C(C#N)C=C2